FC(C1(C(C(=C(C(=C1)OC)OC)OC)\C=C\C(=O)C1=CC=CC=C1)O)(F)F 2-trifluoromethyl-2-hydroxy-4,5,6-trimethoxychalcone